tert-butyl 4-[6-[[5-fluoro-4-(3-isopropylpyrazolo[1,5-a]pyridin-5-yl) pyrimidin-2-yl] amino]-3-pyridyl]-3-oxo-piperazine-1-carboxylate FC=1C(=NC(=NC1)NC1=CC=C(C=N1)N1C(CN(CC1)C(=O)OC(C)(C)C)=O)C1=CC=2N(C=C1)N=CC2C(C)C